CC1=C(C=CC=C1C#C[Si](C)(C)C)S(=O)(=O)F 2-methyl-3-((trimethylsilyl)ethynyl)benzene-1-sulfonyl fluoride